N-(6-bromo-7-chloroisoquinolin-3-yl)-1-fluorocyclopropane-1-carboxamide BrC=1C=C2C=C(N=CC2=CC1Cl)NC(=O)C1(CC1)F